CC1(OB(OC1(C)C)C1=CC2=C(COC2)C(=C1)C)C 4,4,5,5-tetramethyl-2-(7-methyl-1,3-dihydro-2-benzofuran-5-yl)-1,3,2-dioxaborolane